N[C@H]1CS(C2=C(N(C1=O)CC1=CC(=CC=C1)Cl)C=C(C(=C2)F)C=2OC(=NN2)C(C)(C)C)(=O)=O (3R)-3-amino-7-(5-tert-butyl-1,3,4-oxadiazol-2-yl)-5-[(3-chlorophenyl)methyl]-8-fluoro-1,1-dioxo-2,3-dihydro-1λ6,5-benzothiazepin-4-one